C(CCCCCCCCC)(=O)O.C(CCCCCCCCC)(=O)O.OC(=O)CCCCCCCCC.OC(=O)CCCCCCCCC.C=1(C(=CC=CC1)CO)CO benzenedimethanol dicaprate (dicaprinate)